(S)-Cyanomethyl 2-(methylamino)-3-(thiazol-4-yl)propanoate hydrochloride Cl.CN[C@H](C(=O)OCC#N)CC=1N=CSC1